ClC=1C(=NC=C(C1)F)CN (3-chloro-5-fluoropyridin-2-yl)methylamine